COC(CCOC1CC(C1)OCCC(=O)O)=O 3-((1r,3r)-3-(3-methoxy-3-oxopropoxy)cyclobutoxy)propanoic acid